COC=1C(=CC2=C(N=C(S2)/C=C/C=C/C=2C=CC(=NC2)NCCCO)C1)OC 3-(5-((1E,3E)-4-(5,6-dimethoxybenzo[d]thiazole-2-yl)buta-1,3-dienyl)pyridine-2-yl-amino)propanol